3-(4-(2-(Azidomethyl)oxazol-5-yl)-1-oxoisoindolin-2-yl)piperidine-2,6-dione N(=[N+]=[N-])CC=1OC(=CN1)C1=C2CN(C(C2=CC=C1)=O)C1C(NC(CC1)=O)=O